8-acetyl-6-chloro-3-cyclopropyl-2-(4-methyltetrahydropyran-4-yl)quinazolin-4-one C(C)(=O)C=1C=C(C=C2C(N(C(=NC12)C1(CCOCC1)C)C1CC1)=O)Cl